BrC=1C=NN2C1C=C(C=C2)C(=O)N(C)C=2C=CC(=C(C(=O)OC)C2)OC(F)(F)F Methyl 5-(3-bromo-N-methylpyrazolo[1,5-a]pyridine-5-carboxamido)-2-(trifluoromethoxy)benzoate